1,9-Diethyl (2E,7E)-nona-2,7-dienedioate C(\C=C\CCC\C=C\C(=O)OCC)(=O)OCC